N1=CC=C2N1C=CC(=C2)C2=CNC=1N=C(N=CC12)NC1CCC(CC1)N1C(CCC1)=O 1-((1s,4s)-4-((5-(pyrazolo[1,5-a]pyridin-5-yl)-7H-pyrrolo[2,3-d]pyrimidin-2-yl)amino)cyclohexyl)pyrrolidin-2-one